2-(dimethylamino)-2-[(4-methylphenyl)methyl]-1-(4-morpholin-4-ylphenyl)butan-1-one CN(C(C(=O)C1=CC=C(C=C1)N1CCOCC1)(CC)CC1=CC=C(C=C1)C)C